N=1C=NN2C1C=C(C=C2)S(=O)(=O)Cl [1,2,4]triazolo[1,5-a]pyridine-7-sulfonyl chloride